CCC(C)(C)N1C=NCC1 (methyl-tert-butyl)imidazoline